tripotassium, monohydrate O.[K].[K].[K]